stearic acid aluminum dihydroxide salt [OH-].[OH-].[Al+2].C(CCCCCCCCCCCCCCCCC)(=O)O